FC1=C(OC=2C=CC(=C(C2)NC(=O)C2N(C(CC2)=O)C)OC)C=CC(=C1)F N-(5-(2,4-Difluorophenoxy)-2-methoxyphenyl)-1-methyl-5-oxopyrrolidine-2-carboxamide